NC1=NC(=NC=C1)C=1C=NN(C1OCC[C@H](C)NC1=C(C=NC(=C1)Cl)C1=NC=C(C=C1F)CN1CC(C1)CC(C)(F)F)C (S)-N-(4-((4-(4-aminopyrimidin-2-yl)-1-methyl-1H-pyrazol-5-yl)oxy)butan-2-yl)-6'-chloro-5-((3-(2,2-difluoropropyl)azetidin-1-yl)methyl)-3-fluoro-[2,3'-bipyridin]-4'-amine